ClC1=CC(=C(C#N)C=C1)CN1C2=NC=NC(=C2N=C1C1=C(C(=CC=C1)OCC[C@@H](C(=O)N1C(OC[C@@H]1C(C)C)=O)C)Cl)OC1(CC1)C 4-Chloro-2-((8-(2-chloro-3-((S)-4-((S)-4-isopropyl-2-oxooxazolidin-3-yl)-3-methyl-4-oxobutoxy)phenyl)-6-(1-methylcyclopropoxy)-9H-purin-9-yl)methyl)benzonitrile